6-(4-Cyclopropylpiperazin-1-yl)-3-methylpyridin-2-amine C1(CC1)N1CCN(CC1)C1=CC=C(C(=N1)N)C